FC1=C2CN(C(C2=CC(=C1C1CCN(CC1)CC1=CC=C(C=C1)C)F)=O)C1C(NC(CC1)=O)=O 3-(4,6-difluoro-5-(1-(4-methylbenzyl)piperidin-4-yl)-1-oxoisoindolin-2-yl)piperidine-2,6-dione